N-{(3R)-1-[4-({(1R)-1-[3-(difluoromethyl)-2-fluorophenyl]ethyl}amino)-2-methylpyrido[3,4-d]pyrimidin-6-yl]pyrrolidin-3-yl}methanesulfonamide FC(C=1C(=C(C=CC1)[C@@H](C)NC=1C2=C(N=C(N1)C)C=NC(=C2)N2C[C@@H](CC2)NS(=O)(=O)C)F)F